2-Chloro-5-(3-fluorooxetan-3-yl)pyridine ClC1=NC=C(C=C1)C1(COC1)F